tert-butyl (1-(3-((2-(2,6-dioxopiperidin-3-yl)-1,3-dioxoisoindolin-4-yl)amino)propanoyl)piperidin-4-yl)carbamate O=C1NC(CCC1N1C(C2=CC=CC(=C2C1=O)NCCC(=O)N1CCC(CC1)NC(OC(C)(C)C)=O)=O)=O